[(3aR,4S,6R,6aR)-2,2-dimethyl-6-vinyl-4,5,6,6a-tetrahydro-3aH-cyclopenta[d][1,3]dioxol-4-yl] trifluorometh-anesulfonate FC(S(=O)(=O)O[C@H]1C[C@@H]([C@H]2OC(O[C@H]21)(C)C)C=C)(F)F